1-(5-(benzofuran-4-ylamino)-7-(methylamino)pyrazolo[1,5-a]pyrimidin-3-yl)-3-(cyanomethyl)urea O1C=CC2=C1C=CC=C2NC2=NC=1N(C(=C2)NC)N=CC1NC(=O)NCC#N